3-phenoxybenzeneethanol O(C1=CC=CC=C1)C=1C=C(C=CC1)CCO